7-fluoro-6-((1S,2S)-2-(4,4,5,5-tetramethyl-1,3,2-dioxaborolan-2-yl)cyclopropyl)-1-(2,2,2-trifluoroethyl)-1H-pyrazolo[4,3-c]pyridine FC=1C2=C(C=NC1[C@@H]1[C@H](C1)B1OC(C(O1)(C)C)(C)C)C=NN2CC(F)(F)F